4-(1H-benzo[d]imidazol-2-yl)-5-benzyl-4,5,6,7-tetrahydro-1H-imidazo[4,5-c]pyridine N1C(=NC2=C1C=CC=C2)C2N(CCC1=C2N=CN1)CC1=CC=CC=C1